C(C=C)C1=C(C=CC(=C1)C1=CC(=C(C=C1)O)CC=C)O 2,2'-diallyl-4,4'-biphenol